6-(4-fluoro-2-methyl-phenyl)-2-[(4-fluoro-2-pyridyl)oxymethyl]imidazo[1,2-a]pyrimidine FC1=CC(=C(C=C1)C=1C=NC=2N(C1)C=C(N2)COC2=NC=CC(=C2)F)C